ClC=1C(=C(NC=2C3=C(N=CN2)C=CC(=N3)O[C@@H]3CN(CC3)C(=O)OC(C)(C)C)C=CC1OCC1(COC1)C)F tert-Butyl (3S)-3-[4-[3-chloro-2-fluoro-4-[(3-methyloxetan-3-yl)methoxy]anilino]pyrido[3,2-d]pyrimidin-6-yl]oxypyrrolidine-1-carboxylate